C(=C)OCCC(=O)OC(C)(C)C tert-butyl 3-vinyloxypropanoate